C(C)(C)(C)OC(=O)N1C(OC[C@H]1C1CCC(CC1)(C)O)(C)C (R)-tert-butyl-4-(4-hydroxy-4-methylcyclohexyl)-2,2-dimethyloxazolidine-3-carboxylate